acetic anhydride phosphate P(=O)(O)(O)O.C(C)(=O)OC(C)=O